Diisopropyl (4-(4-((tert-butyldimethylsilyl)oxy)-2-methylbutan-2-yl)-3-hydroxy-5-methylphenyl)phosphonate [Si](C)(C)(C(C)(C)C)OCCC(C)(C)C1=C(C=C(C=C1C)P(OC(C)C)(OC(C)C)=O)O